6-chloro-8-(3-(difluoromethyl)azetidin-1-yl)imidazo[1,2-b]pyridazine ClC=1C=C(C=2N(N1)C=CN2)N2CC(C2)C(F)F